Ethyl 6-(2-((2-(4-bromophenyl)-1H-benzo[d]imidazol-1-yl)methyl)phenoxy)hexanoate BrC1=CC=C(C=C1)C1=NC2=C(N1CC1=C(OCCCCCC(=O)OCC)C=CC=C1)C=CC=C2